C(C)N1C(=NC2=CC=C(C=C2C1=O)F)[C@H](CCC)O[Si](C)(C)C (S)-3-ethyl-6-fluoro-2-(1-((trimethylsilyl)oxy)butyl)quinazolin-4(3H)-one